CC=1C=C(CN2N=C(C3=CC=CC=C23)C=CC2=NC=CC=C2)C=CC1 (3-methylbenzyl)-3-(2-(pyridin-2-yl)vinyl)-1H-indazole